2-ureido-4[1h]pyrimidinone N(C(=O)N)C=1NC=CC(N1)=O